NC1CN(CC1)C(=O)OC(C)(C)C 3-amino-1-(tert-butoxycarbonyl)pyrrolidine